CNS(=O)(=O)[O-] methylaminosulfonate